C(C1=CC=CC=C1)N1C(C(CC2=CC(=CC=C12)NC(=O)NC(C)(C)C)CO)=O 1-(1-benzyl-3-(hydroxymethyl)-2-oxo-1,2,3,4-tetrahydroquinolin-6-yl)-3-(tert-butyl)urea